C1CC12N(CC1(CC1)NC2)C(=O)N 4,9-diazadispiro[2.2.26.23]decane-4-carboxamide